NC1=C(C(=NN1C(C)C)C1=CC=C(C=C1)B1OC(C(O1)(C)C)(C)C)C#N 5-Amino-1-isopropyl-3-[4-(4,4,5,5-tetramethyl-1,3,2-dioxaborolan-2-yl)phenyl]pyrazole-4-carbonitrile